Phenylacetic acid phenethyl ester C(CC1=CC=CC=C1)OC(CC1=CC=CC=C1)=O